FC1=C(SC(=C1)N1CC2(C1)CN(C2)C)C(=O)NC=2C=C(C=1N(C2)C=C(N1)C)F 3-fluoro-N-[8-fluoro-2-methylimidazo[1,2-a]pyridin-6-yl]-5-[6-methyl-2,6-diazaspiro[3.3]heptan-2-yl]thiophene-2-carboxamide